FC1=C(C(=O)N(C)C)C=CC(=C1)NC1CN(C1)C1CCN(CC1)C(C(C(F)(F)F)(C1=CC=CC=C1)O)=O 2-fluoro-N,N-dimethyl-4-(1-(1-(3,3,3-trifluoro-2-hydroxy-2-phenylpropanoyl)piperidin-4-yl)azetidin-3-ylamino)benzamid